(4-(4-amino-7-((1r,4r)-4-hydroxycyclohexyl)pyrrolo[2,1-f][1,2,4]triazin-5-yl)-3-fluorophenyl)-2-oxo-1-phenyl-2,4,6,7-tetrahydro-1H-pyrazolo[5,1-c][1,4]oxazine-3-carboxamide NC1=NC=NN2C1=C(C=C2C2CCC(CC2)O)C2=C(C=C(C=C2)C2OCCN1C2=C(C(N1C1=CC=CC=C1)=O)C(=O)N)F